2-[(3S)-2-tert-butoxycarbonyl-3,4-dihydro-1H-isoquinolin-3-yl]acetic acid C(C)(C)(C)OC(=O)N1CC2=CC=CC=C2C[C@H]1CC(=O)O